COC(=O)C1=NC(=CC=C1)OC 6-Methoxy-2-pyridinecarboxylic acid methyl ester